chloro-phenylalanine ClN[C@@H](CC1=CC=CC=C1)C(=O)O